N-((3R)-3-hydroxy-4-(4-(2-methoxyphenyl)-3-methylpiperazin-1-yl)butyl)-1-methyl-2-oxoindoline-5-carboxamide O[C@H](CCNC(=O)C=1C=C2CC(N(C2=CC1)C)=O)CN1CC(N(CC1)C1=C(C=CC=C1)OC)C